(2-fluoro-6-(pyrimidin-2-yl)phenyl)((1S,4S,6R)-6-((5-(trifluoromethyl)pyrimidin-2-yl)amino)-2-azabicyclo[2.2.1]heptan-2-yl)methanone FC1=C(C(=CC=C1)C1=NC=CC=N1)C(=O)N1[C@@H]2[C@@H](C[C@H](C1)C2)NC2=NC=C(C=N2)C(F)(F)F